C(C=C=C)OC1=CC=C(C=CC(=O)O)C=C1 4-(2,3-Butadienyloxy)cinnamic acid